N1N=CC(=C1)C1=CC=C(C=C1)N1C(C2(CC1)OC1=C(C2)C=CC=C1)=O (4-(1H-pyrazol-4-yl)phenyl)-3H-spiro[benzofuran-2,3'-pyrrolidine]-2'-one